CC1=C(C(=CC=C1)C(C)C)NC(=O)OCC(=O)OCC Ethyl 2-({[2-methyl-6-(propan-2-yl)phenyl]carbamoyl}oxy)-acetate